1-[3-[[2-[2-Methoxy-4-(4-methylpiperazine-1-carbonyl)anilino]-5-(trifluoromethyl)pyrimidin-4-yl]amino]propyl]piperidin-2-one COC1=C(NC2=NC=C(C(=N2)NCCCN2C(CCCC2)=O)C(F)(F)F)C=CC(=C1)C(=O)N1CCN(CC1)C